1-(4-iodophenyl)ethylamine hydrochloride Cl.IC1=CC=C(C=C1)C(C)N